C(CCCCC)OC1=NSN=C1C=1C=NC=CC1 3-(Hexyloxy)-4-(pyridin-3-yl)-1,2,5-thiadiazole